4-(((2-((1-(2-cyanopropan-2-yl)-3-methyl-1H-pyrazol-4-yl)amino)-5-fluoropyrimidin-4-yl)oxy)methyl)cyclohexane-1-carbonitrile C(#N)C(C)(C)N1N=C(C(=C1)NC1=NC=C(C(=N1)OCC1CCC(CC1)C#N)F)C